α-Hydroxy-4-morpholinepropanesulfonic acid OC(CCN1CCOCC1)S(=O)(=O)O